6-Chloro-N-(1-ethylpiperidin-4-yl)-2-{4-[4-(methylsulfonyl)piperazin-1-yl]phenyl}-3H-imidazo[4,5-b]pyridin-7-amine ClC=1C(=C2C(=NC1)NC(=N2)C2=CC=C(C=C2)N2CCN(CC2)S(=O)(=O)C)NC2CCN(CC2)CC